4-(((6-(((6-cyclopropylimidazo[1,2-a]pyridin-2-yl)methyl)amino)pyrimidin-4-yl)amino)methyl)-3,5-dimethylbenzonitrile C1(CC1)C=1C=CC=2N(C1)C=C(N2)CNC2=CC(=NC=N2)NCC2=C(C=C(C#N)C=C2C)C